tert-butyl 3-(4,4,5,5-tetramethyl-1,3,2-dioxaborolan-2-yl)pyrrolo[2,3-b]pyridine-1-carboxylate CC1(OB(OC1(C)C)C1=CN(C2=NC=CC=C21)C(=O)OC(C)(C)C)C